5-{3-[2-fluoro-4-(3-{[(pent-4-yn-1-yl)amino]Methyl}bicyclo[1.1.1]Pentan-1-yl)phenoxy]Propyl}-1,3-thiazole-4-carboxylic acid FC1=C(OCCCC2=C(N=CS2)C(=O)O)C=CC(=C1)C12CC(C1)(C2)CNCCCC#C